(S)-N-(5-(2,6-difluorobenzamido)-1-(5-(naphthalen-2-yl)-1H-imidazol-2-yl)pentyl)thiazole-5-carboxamide FC1=C(C(=O)NCCCC[C@@H](C=2NC(=CN2)C2=CC3=CC=CC=C3C=C2)NC(=O)C2=CN=CS2)C(=CC=C1)F